tert-Butyl 3-(4-((4-(5-((tert-butoxycarbonyl)amino)pentyl)-6-chloro-2-methyl-2H-indazol-5-yl)amino)-2,6-dioxo-3-(3,4,5-trifluorobenzyl)-3,6-dihydro-1,3,5-triazin-1(2H)-yl)isonicotinate C(C)(C)(C)OC(=O)NCCCCCC=1C2=CN(N=C2C=C(C1NC=1N(C(N(C(N1)=O)C1=C(C(=O)OC(C)(C)C)C=CN=C1)=O)CC1=CC(=C(C(=C1)F)F)F)Cl)C